FC1=CC=C(C=C1)CNC(C1=CC(=CC=C1)CN1C=NC2=CC=C(C=C2C1=O)C=1C=NNC1)=O N-[(4-fluorophenyl)methyl]-3-[[4-oxo-6-(1H-pyrazol-4-yl)quinazolin-3-yl]methyl]benzamide